C(CCCCCCCCCCC)(=O)NCCCNCC(O)O lauramidopropyldihydroxyethylamine